O=C1NC2(CN(C2)C(=O)OC2CC(C2)COCC2=C(C(=C(C=C2)F)F)F)CO1 3-(((2,3,4-trifluorobenzyl)oxy)methyl)cyclobutyl 6-oxo-7-oxa-2,5-diazaspiro[3.4]octane-2-carboxylate